2-(trifluoromethyl)-4h,5h,6h-cyclopenta[b]thiophen-3-amine hydrochloride Cl.FC(C1=C(C2=C(S1)CCC2)N)(F)F